CN(C1=C2CN(C(C2=CC(=C1)F)=O)C1C(NC(CC1)=O)=O)C 3-(4-(dimethylamino)-6-fluoro-1-oxoisoindolin-2-yl)piperidine-2,6-dione